OCCN1C(CCC1)=O N-(2-hydroxyethyl)pyrrolidone